FC(OC=1C=C(C=C(C1)F)C1=CC=C2C(N(CNC2=C1)CC(C(=O)OCC)(C)C)=O)F ethyl 3-(7-(3-(difluoromethoxy)-5-fluorophenyl)-4-oxo-1,2-dihydro-quinazolin-3(4H)-yl)-2,2-dimethylpropionate